F[C@@H](C(C)(O)C)CNC1CCN(CC1)C=1C(=C2C(=CN1)NC(=C2C(C)C)C=2C=C(C=1N(C2)N=CN1)OC)C (R)-3-fluoro-4-((1-(3-isopropyl-2-(8-methoxy-[1,2,4]triazolo[1,5-a]pyridin-6-yl)-4-methyl-1H-pyrrolo[2,3-c]pyridin-5-yl)piperidin-4-yl)amino)-2-methylbutan-2-ol